2-(4-fluoro-3-((S or R)-1-(((S)-((S)-7-fluoro-1,2,3,4-tetrahydro-1,5-naphthyridin-3-yl)(phenyl)methyl)amino)propan-2-yl)phenyl)acetic acid FC1=C(C=C(C=C1)CC(=O)O)[C@@H](CN[C@H](C1=CC=CC=C1)[C@@H]1CNC2=CC(=CN=C2C1)F)C |o1:11|